6-[(1-acetylpiperidin-4-yl)amino]-N-(2-hydroxy-3-{1H,2H,3H,4H,9H-pyrido[3,4-b]indol-2-yl}propyl)pyrimidine-4-carboxamide C(C)(=O)N1CCC(CC1)NC1=CC(=NC=N1)C(=O)NCC(CN1CC=2NC3=CC=CC=C3C2CC1)O